N-methyl-N-((2-methylthiazol-5-yl)methyl)-6-chloro-3-nitropyridin-2-amine CN(C1=NC(=CC=C1[N+](=O)[O-])Cl)CC1=CN=C(S1)C